(1R,5S,6s)-3-(5-((2,6-dichloro-benzyl)oxy)-2,3-dihydro-1H-inden-1-yl)-3-azabicyclo[3.1.0]hexane-6-carboxylic acid ClC1=C(COC=2C=C3CCC(C3=CC2)N2C[C@H]3C([C@H]3C2)C(=O)O)C(=CC=C1)Cl